C(C)OC(=O)C1C2COC(C12)=O 2-oxo-3-oxabicyclo[3.1.0]hexane-6-carboxylic acid ethyl ester